Cadmium Sulfide [S-2].[Cd+2]